N-((3-bromophenyl)sulfonyl)-5,5-diphenyl-4,5-dihydro-isoxazole-3-carboxamide BrC=1C=C(C=CC1)S(=O)(=O)NC(=O)C1=NOC(C1)(C1=CC=CC=C1)C1=CC=CC=C1